NC=1C=C(C=CC1Cl)C(CC(=O)OC(C)(C)C)C1CC1 tert-Butyl 3-(3-amino-4-chlorophenyl)-3-cyclopropylpropanoate